2,6-di-t-butyl-4-methylphenyl-isodecyl-pentaerythritol diphosphite OP(O)OP(O)O.C(C)(C)(C)C1=C(C(=CC(=C1)C)C(C)(C)C)C(O)(C(CO)(CO)CO)CCCCCCCC(C)C